2-benzyl-6-methylhexahydro-1H-pyrrolo[3,4-c]pyridine-1,3(2H)-dione C(C1=CC=CC=C1)N1C(C2CNC(CC2C1=O)C)=O